6-bromo-7-methoxy-3-methyl-1H-indazole BrC1=CC=C2C(=NNC2=C1OC)C